S1C(=NC2=C1C=CC=C2)CCN[C@@H]2C=C([C@@H]([C@@H]([C@H]2O)O)O)COC(F)F (1S,2S,3S,6R)-6-((2-(benzo[d]thiazol-2-yl)ethyl)amino)-4-((difluoromethoxy)methyl)cyclohex-4-ene-1,2,3-triol